C(C1=CC=CC=C1)C=1C(=NC(=NC1OC)OC)C1CCC(=CC1)C1=C(C=C(C=C1)C(=O)O)Cl 4'-(5-benzyl-2,6-dimethoxypyrimidin-4-yl)-2-chloro-2',3',4',5'-tetrahydro-[1,1'-biphenyl]-4-carboxylic acid